C(C)(=O)NC1=CC=C(C=N1)C#CC=1C=C(C(=O)NC2=CC=C3C(=CN(C3=C2)C)C2=CC=C(C=C2)C#N)C=CC1C 3-((6-Acetamidopyridin-3-yl)ethynyl)-N-(3-(4-cyanophenyl)-1-methyl-1H-indol-6-yl)-4-methylbenzamide